ClCCNS(=O)(=O)C1=CC=C(C=C1)CC1CC1 N-(2-chloroethyl)-4-(cyclopropylmethyl)benzenesulfonamide